2-phenyl-4-(4-diethylaminophenyl)4-(4-methoxyphenyl)-8-methyl-7-dimethylamino-3,1-benzoxazine C1(=CC=CC=C1)C1=NC2=C(C(O1)(C1=CC=C(C=C1)OC)C1=CC=C(C=C1)N(CC)CC)C=CC(=C2C)N(C)C